C(C1=CC=CC=C1)O[C@H]1C[C@@H](N(C1)C(=O)OC(C)(C)C)COC1=C(C(=C(C(=C1)C)F)OCC1CC1)C(=O)OC tert-Butyl (2R,4S)-4-(benzyloxy)-2-((3-(cyclopropylmethoxy)-4-fluoro-2-(methoxycarbonyl)-5-methylphenoxy)methyl)pyrrolidin-1-carboxylate